3,4-Dimethyl-4-chloro-2-pyrazolin-5-one CC1=NNC(C1(Cl)C)=O